NC[C@H]([C@](C)(O)C1=CC=C(C=C1)F)F (2r,3r)-4-amino-3-fluoro-2-(4-fluorophenyl)butan-2-ol